C(=O)O.ClC1=CC=C(OC2(CN(CC2)C(=O)NC=2C(=NC=CC2C#N)C2CCN(CC2)C(C)C)C)C=C1 3-(4-chlorophenoxy)-N-[4-cyano-2-(1-isopropylpiperidin-4-yl)pyridin-3-yl]-3-methylpyrrolidine-1-carboxamide formate